N-(3-(hydroxymethyl)tetrahydro-2H-pyran-3-yl)-2-methyl-5-((2-(trifluoromethyl)pyridin-3-yl)methoxy)benzofuran-3-carboxamide OCC1(COCCC1)NC(=O)C1=C(OC2=C1C=C(C=C2)OCC=2C(=NC=CC2)C(F)(F)F)C